C[Si](C=1C=C(N)C=CC1)(C)C 3-(trimethylsilyl)aniline